(4-methylpiperazine-1-yl)methanone formate C(=O)O.CN1CCN(CC1)C=O